(3-chloro-4-fluorophenyl)(4-(methylsulfonyl)-1H-imidazol-2-yl)methanone ClC=1C=C(C=CC1F)C(=O)C=1NC=C(N1)S(=O)(=O)C